C(C)[SiH2]OCCC ethylpropyloxysilane